C(C)NC1=CC(=CC(=N1)N1C(C2=CC(=CC(=C2C1)C(F)(F)F)CO)=O)C1=C(C=C(C=C1)F)C1=NN=CN1C 2-(6-(Ethylamino)-4-(4-fluoro-2-(4-methyl-4H-1,2,4-triazol-3-yl)phenyl)pyridin-2-yl)-6-(hydroxymethyl)-4-(trifluoromethyl)isoindolin-1-one